tert-butyl ((1S,3R)-3-(3-(4-decylphenyl)-1,2,4-oxadiazol-5-yl)cyclopentyl)carbamate C(CCCCCCCCC)C1=CC=C(C=C1)C1=NOC(=N1)[C@H]1C[C@H](CC1)NC(OC(C)(C)C)=O